N-(t-butyl)(N',N'-dimethyl)ethanediamine C(C)(C)(C)NC(C)N(C)C